C1(CCC1)CC1=C(C2=C(C=N1)CCC2)N 3-(Cyclobutylmethyl)-6,7-dihydro-5H-cyclopenta[c]pyridin-4-amine